C(C)(C)(C)OC(=O)C1C(CCC1)(C(=O)[O-])NN(C)C(=O)OC(C)(C)C (tert-butoxycarbonyl)[((tert-butoxycarbonyl) (methyl)amino)amino]cyclopentane-1-carboxylate